CO[Si](CCCOC(C(=C)C)=O)(OC)OC 3-(trimethyloxysilyl)-propylmethacrylate